aminothiazoleamine NC=1N=C(SC1)N